2-cyclopropyl-7-(4-(2,2-difluoroethoxy)-5-(1-methylpiperidin-4-yl)-1H-benzo[d]imidazol-2-yl)-6-methoxy-1H-pyrrolo[3,2-c]pyridine-3-carbonitrile C1(CC1)C1=C(C=2C=NC(=C(C2N1)C1=NC2=C(N1)C=CC(=C2OCC(F)F)C2CCN(CC2)C)OC)C#N